OCCOC(C=C)=O acrylic acid 2-hydroxyethyl ester